BrC=1C=C(C=CC1)C1(COC1)C(F)C1=NN=CN1C1=CC=CC=C1 ((3-(3-bromophenyl)oxetan-3-yl)fluoromethyl)-4-phenyl-4H-1,2,4-triazole